N-((3R,4S)-3-((((1s,4S)-4-(1-methyl-1H-indazol-5-yl)cyclohexyl)oxy)methyl)-1-(pyridin-2-yl)piperidin-4-yl)methanesulfonamide CN1N=CC2=CC(=CC=C12)C1CCC(CC1)OC[C@@H]1CN(CC[C@@H]1NS(=O)(=O)C)C1=NC=CC=C1